2-[(2-methoxyethyl)amino]ethanol COCCNCCO